C1(=CC=C(C=C1)S(=O)(=O)NC1=C(C=CC=C1)C#CC=1C=CC(=NC1)C(=O)O)C1=CC=CC=C1 5-[2-(2-{[1,1'-biphenyl]-4-sulfonamido}phenyl)ethynyl]pyridine-2-carboxylic acid